ClC1=NC=CC(=N1)C=1C(=NC=CC1)F 2-chloro-4-(2-fluoro-3-pyridyl)pyrimidine